C1(CC1)C1=NC=NC=C1CNC(=O)C=1C=NC(=C(C1)F)OC(F)F N-[(4-cyclopropylpyrimidin-5-yl)methyl]-6-(difluoromethoxy)-5-fluoropyridine-3-carboxamide